O=C1NC(CCC1C1(CC=2C(NC(C2C=C1)=O)=O)C=1NCC2C1CNC2)=O 6-(5-(2,6-dioxopiperidin-3-yl)-1,3-dioxoisoindolin-5-yl)hexahydropyrrolo[3,4-c]pyrrol